C(#N)C1=CC(=NC=C1)C(=O)O 4-cyanopicolinic acid